5-hydroxy-1-(2-hydroxy-1,1-dimethyl-ethyl)pyrazole-4-carboxylic acid ethyl ester C(C)OC(=O)C=1C=NN(C1O)C(CO)(C)C